N-(4-(4-amino-7-methyl-5-(4-(pyrimidin-2-yloxy)phenyl)-7H-pyrrolo[2,3-d]pyrimidin-6-yl)phenyl)methacrylamide NC=1C2=C(N=CN1)N(C(=C2C2=CC=C(C=C2)OC2=NC=CC=N2)C2=CC=C(C=C2)NC(C(=C)C)=O)C